C(CCCCCCCCCCC(=O)OCCCCCCC)(=O)OCC(COC(CCC(OCCCCCCCC)OCCCCCCCC)=O)CO 1-(3-((4,4-bis(octyloxy) butyryl) oxy)-2-(hydroxymethyl) propyl) 12-heptyl dodecanedioate